C(C1=CC=CC=C1)OC=1C=C2C=C(N(C2=CC1)CC1=CC=C(C=C1)Cl)CC(C(=O)OCC)(C)C ethyl 3-(5-(benzyloxy)-1-(4-chlorobenzyl)-1H-indol-2-yl)-2,2-dimethylpropionate